4-methyl-N2-[6-(7-methyl-spiro[2H-benzofuran-3,1'-cyclopropan]-4-yl)oxy-3-pyridinyl]pyridine-2,3-diamine CC1=C(C(=NC=C1)NC=1C=NC(=CC1)OC1=CC=C(C2=C1C1(CC1)CO2)C)N